BrCCCCOC1=CC=C(N(C2=CC=CC=C2)C2=CC=C(C=C2)OCCCCBr)C=C1 4-(4-bromobutoxy)-N-(4-(4-bromobutoxy)phenyl)-N-phenylaniline